4-(2-aminothiazole-4-yl)benzene NC=1SC=C(N1)C1=CC=CC=C1